2-((1S,2S,3R,6S,8S)-2-(aminomethyl)tricyclo[4.2.1.03,8]Nonan-2-yl-4,4-d2)Acetic acid tert-butyl ester C(C)(C)(C)OC(C[C@]1([C@@H]2[C@H]3C[C@H](CC([C@@H]13)([2H])[2H])C2)CN)=O